NC=1N=C(SC1C(C1=CC=C(C=C1)OCC1=CC=CC=C1)=O)N(C1=CC(=C(C=C1)F)F)C(C(=O)N)C (N-[4-Amino-5-(4-benzyloxybenzoyl)thiazol-2-yl]-3,4-difluoroanilino)propanamid